5-bromo-6-(((dimethylamino)methylene)amino)nicotinic acid methyl ester COC(C1=CN=C(C(=C1)Br)N=CN(C)C)=O